FC1(CCN(CC1)C=1SC=C(N1)C1=NOC(=N1)C1=C(C=C(C=C1)C(CO)S(=O)(=O)N)N1CCC2(CC2)CC1)F (4-(3-(2-(4,4-difluoropiperidin-1-yl)thiazol-4-yl)-1,2,4-oxadiazol-5-yl)-3-(6-azaspiro[2.5]oct-6-yl)phenyl)-2-hydroxyethane-1-sulfonamide